ClC1=NC(=CC(=C1F)N)C1CC1 2-chloro-6-cyclopropyl-3-fluoro-pyridin-4-amine